CC=1C(=NC(=NC1)NC=1C=NN(C1)C1CCN(CC1)C)C1=CC=C(C(=O)O)C=C1 4-(5-Methyl-2-((1-(1-methylpiperidin-4-yl)-1H-pyrazol-4-yl)amino)pyrimidin-4-yl)benzoic Acid